2-(3-(4-(7H-pyrrolo[2,3-d]pyrimidine-4-yl)-1H-pyrazol-1-yl)-1-(ethylsulfinyl)azetidin-3-yl)acetonitrile N1=CN=C(C2=C1NC=C2)C=2C=NN(C2)C2(CN(C2)S(=O)CC)CC#N